tert-butyl-4-[(2-ethoxy-2-oxo-ethoxy)methyl]piperidine-1-carboxylate C(C)(C)(C)OC(=O)N1CCC(CC1)COCC(=O)OCC